C(C)(C)(C)OC(=O)N1CC2=CC(=CC(=C2CC1)Cl)OCC1=C(C=C(C=C1)C#N)F 5-chloro-7-((4-cyano-2-fluorobenzyl)oxy)-3,4-dihydroisoquinoline-2(1H)-carboxylic acid tert-butyl ester